C1CC12CN(C2)C2=CC=C(C(=N2)Cl)CN2N=CC(=C2)C(=O)OCC ethyl 1-[(6-{5-azaspiro[2.3]hex-5-yl}-2-chloropyridin-3-yl) methyl]-1H-pyrazole-4-carboxylate